(1S,2S)-cyclopropane-1,2-dicarboxylic acid mono-((1R,2S,5R)-2-isopropyl-5-methyl-cyclohexyl) ester C(C)(C)[C@H]1[C@@H](C[C@@H](CC1)C)OC(=O)[C@@H]1[C@H](C1)C(=O)O